4-[1-[2-[5-cyclopropyl-3-(difluoro-methyl)pyrazol-1-yl]acetyl]-4-piperidyl]-N-tetralin-1-yl-pyridine-2-carboxamide C1(CC1)C1=CC(=NN1CC(=O)N1CCC(CC1)C1=CC(=NC=C1)C(=O)NC1CCCC2=CC=CC=C12)C(F)F